BrC1=C2CCCCC2=CC(=C1)OC 5-bromo-7-methoxy-1,2,3,4-tetrahydronaphthalene